1-(1-(4-Chloro-2,6-dimethylphenyl)-1H-pyrrol-3-yl)-2-(pyrrolidin-1-yl)ethanone ClC1=CC(=C(C(=C1)C)N1C=C(C=C1)C(CN1CCCC1)=O)C